N1N=NN=C1C1=CC=C(C=C1)NC(CCCN1C(SC(C1=O)CC1=NC=C(C=C1)CC)=O)=O N-(4-(1H-tetrazol-5-yl)phenyl)-4-(5-((5-ethylpyridin-2-yl)methyl)-2,4-dioxothiazolidin-3-yl)butanamide